1,1,2,3,3-pentachloropropene ClC(=C(C(Cl)Cl)Cl)Cl